(R)-2-vinyloxirane C(=C)[C@H]1OC1